COC1=CC=C(C=C1)NS(=O)(=O)C1=CC=2[C@@H]3[C@H]([C@H](NC2C=C1)C1=CC=C(C(=O)O)C=C1)CC=C3 4-[(3aR,4S,9bS)-8-[(4-methoxyphenyl)sulfamoyl]-3a,4,5,9b-tetrahydro-3H-cyclopenta[c]quinolin-4-yl]benzoic acid